1-methyl-N-{5-[3-(prop-2-enamido)phenyl]-1H-indazol-3-yl}piperidine-4-carboxamide CN1CCC(CC1)C(=O)NC1=NNC2=CC=C(C=C12)C1=CC(=CC=C1)NC(C=C)=O